1-(4-(7-(benzyloxy)-3-bromo-2H-chromen-4-yl)phenyl)-4-(dimethoxymethyl)piperidine C(C1=CC=CC=C1)OC1=CC=C2C(=C(COC2=C1)Br)C1=CC=C(C=C1)N1CCC(CC1)C(OC)OC